C(=O)(O)OC(=O)[O-].[Li+].[Li+].[Li+].C(=O)(O)OC(=O)[O-].C(=O)(O)OC(=O)[O-] tri-lithium hydrogendicarbonate